[6-(trifluoromethoxy)-3-pyridyl]boronic acid FC(OC1=CC=C(C=N1)B(O)O)(F)F